O[C@@H](CO)C1=CC=C(C=N1)NC(=O)[C@H]1O[C@@]([C@@H]([C@@H]1C1=C(C(=C(C=C1)F)C)OC)C)(C(F)(F)F)C |o1:13,15,16,17| rel-(2s,3R,4R,5s)-N-(6-((R)-1,2-dihydroxyethyl)pyridin-3-yl)-3-(4-fluoro-2-methoxy-3-methylphenyl)-4,5-dimethyl-5-(trifluoromethyl)tetrahydrofuran-2-carboxamide